C(CCCCCCC\C=C/CCCCCCCC)[C-]1C=CC=C1.[CH-]1C=CC=C1.[Fe+2] (Z)-octadec-9-enyl-ferrocene